N1[C@H](CCCC1)CN(C(OC1=C(C2=C(C(C=C(O2)C2=C(C=CC=C2)Cl)=O)C(=C1)O)[C@@H]1[C@@H](CN(CC1)C)O)=O)CCC 2-(2-chlorophenyl)-5-hydroxy-8-[(3S,4R)-3-hydroxy-1-methylpiperidin-4-yl]-4-oxo-4H-1-benzopyran-7-yl {[(2R)-piperidin-2-yl]methyl}propylcarbamate